6-(1H-indol-4-yl)-1-(3,4,5-trimethoxyphenyl)-1H-indazole N1C=CC2=C(C=CC=C12)C1=CC=C2C=NN(C2=C1)C1=CC(=C(C(=C1)OC)OC)OC